ClCC(=O)C1=CC=C(C=C1)F 2-chloro-1-(4-fluorophenyl)ethanone